(3R,4R)-4-(aminomethyl)-3-hydroxypiperidine-1-carboxylic acid NC[C@@H]1[C@H](CN(CC1)C(=O)O)O